4-(5-Chloropyridin-2-yl)-3-oxobutanoic acid methyl ester COC(CC(CC1=NC=C(C=C1)Cl)=O)=O